2,2,3,3,4,4,5,5,6,6,7,7,7-tridecafluoroheptyl-ethylene glycol FC(CC(CO)O)(C(C(C(C(C(F)(F)F)(F)F)(F)F)(F)F)(F)F)F